3-hydroxy-1-{[(propan-2-yl)oxy]carbonyl}cyclobutane-1-carboxylic acid OC1CC(C1)(C(=O)O)C(=O)OC(C)C